FC=1C=NC(N(C1)C1=CC=C(C=C1)OC(F)(F)F)N1C(=NC2=C1C=CC(=C2)F)C 5-fluoro-2-(5-fluoro-2-methyl-1H-benzimidazol-1-yl)-N-[4-(trifluoromethoxy)phenyl]pyrimidine